(5aR,5bS,7aS,10aS,10bR,12aR)-2-(4-methoxyphenyl)-5a,7a-dimethyl-4,5,5a,5b,6,7,7a,9,10,10a,10b,11,12,12a-tetradecahydro-8H-cyclopenta[7,8]phenanthro[2,1-d]thiazol-8-one COC1=CC=C(C=C1)C=1SC2=C(N1)CC[C@@]1([C@H]3CC[C@]4([C@H]([C@@H]3CC[C@H]12)CCC4=O)C)C